C(#C)C=1C=C2CC3(CCN(CC3)C3=NC=C(C=4N3C=CN4)I)C(C2=CC1)CC(C)([S@](=O)N)C (S)-5-ethynyl-1'-(8-iodoimidazo[1,2-c]pyrimidin-5-yl)-1,3-dihydrospiro[indene-2,4'-piperidin]-1-yl-2-methylpropane-2-sulfinamide